phenylethylisocyanide C1(=CC=CC=C1)CC[N+]#[C-]